3-{4-(4,4,5,5-tetramethyl-1,3,2-dioxaborolan-2-yl)phenyl}dibenzofuran CC1(OB(OC1(C)C)C1=CC=C(C=C1)C=1C=CC2=C(OC3=C2C=CC=C3)C1)C